(2-(tosyloxy)ethoxy)-3-azaspiro[5.5]Undecane-3-carboxylic acid tert-butyl ester C(C)(C)(C)OC(=O)N1CC(C2(CC1)CCCCC2)OCCOS(=O)(=O)C2=CC=C(C)C=C2